COC1=NC=2C(CCC(C2C=C1)NC(C=C)=O)OC1=CC=C(C=C1)C(F)(F)F N-[2-methoxy-8-{4-(trifluoromethyl)phenoxy}-5,6,7,8-tetrahydroquinolin-5-yl]acrylamide